7-Chloro-1-(3,4-dihydroxyphenyl)-2-(3-(dimethylamino)propyl)-1,2-dihydrochromeno[2,3-c]pyrrole-3,9-dione ClC1=CC=2C(C3=C(C(N(C3C3=CC(=C(C=C3)O)O)CCCN(C)C)=O)OC2C=C1)=O